FC(C=1C(=C2C(=NC1N1CC3(CN(C3)C(=O)OC(C)(C)C)CC1)CC(OC2)(C)C)C=2C(=CC=C1C=NN(C21)C)C)F tert-butyl 6-(3-(difluoromethyl)-4-(1,6-dimethyl-1H-indazol-7-yl)-7,7-dimethyl-7,8-dihydro-5H-pyrano[4,3-b]pyridin-2-yl)-2,6-diazaspiro[3.4]octane-2-carboxylate